1-(6-((6-((5-methylthiazol-2-yl)amino)-4-(morpholinomethyl)pyridin-2-yl)amino)-2-azaspiro[3.3]heptan-2-yl)prop-2-en-1-one CC1=CN=C(S1)NC1=CC(=CC(=N1)NC1CC2(CN(C2)C(C=C)=O)C1)CN1CCOCC1